COC=1C=C2C(=CN(C(C2=CC1OC)=O)C1CC2=CC=CC=C2CC1)C(=O)N1CCCCC1 6,7-dimethoxy-4-(piperidine-1-carbonyl)-2-(1,2,3,4-tetrahydronaphthalen-2-yl)isoquinolin-1(2H)-one